N[C@H](C=1N=C2N(N=C(C=C2)CC2C(NC(C2)C(C)(F)F)=O)C1)C1CCC(CC1)(F)F 3-((2-((S)-amino(4,4-difluorocyclohexyl)methyl)imidazo[1,2-b]pyridazin-6-yl)methyl)-5-(1,1-difluoroethyl)pyrrolidin-2-one